N-[cis-3-[(5-cyclohexyl-1,3-thiazol-2-yl)carbamoyl]cyclobutyl]carbamic acid tert-butyl ester C(C)(C)(C)OC(N[C@@H]1C[C@@H](C1)C(NC=1SC(=CN1)C1CCCCC1)=O)=O